1-[5-Fluoro-6-(2-methoxyethoxy)-2-pyridyl]ethanol FC=1C=CC(=NC1OCCOC)C(C)O